BrC1=CC(=CC=2C=C(OC21)C(=O)OCC)Cl ethyl 7-bromo-5-chlorobenzofuran-2-carboxylate